C(C(C)(C)C)N1CCCCC1 1-neopentylpiperidin